(R)-2-(2-methoxypyridin-3-yl)-N-(2-methyl-5-(2-(2-methylmorpholino)acetamido)pyridin-3-yl)pyrazolo[5,1-b]thiazole-7-carboxamide COC1=NC=CC=C1C1=CN2C(S1)=C(C=N2)C(=O)NC=2C(=NC=C(C2)NC(CN2C[C@H](OCC2)C)=O)C